C(C([2H])([2H])[2H])(N1C[C@@H](CCC1)NC=1C(N(C(=NN1)C1=C(C2=CC=CC=C2C=C1)O)C)=O)([2H])[2H] (R)-6-((1-(ethyl-d5)piperidin-3-yl)amino)-3-(1-hydroxynaphthalen-2-yl)-4-methyl-1,2,4-triazin-5(4H)-one